1-bromo-4,5-dimethoxybenzene BrC1=CC=C(C(=C1)OC)OC